FC1=C(C=C(C(=C1)OCCCCCCCCCCCCCCCCCCCC)F)S(=O)(=O)C=1C=NC2=CC=C(C=C2C1N1CCC(CC1)N1CCN(CC1)C1CCN(CC1)CC)OC(F)(F)F 3-((2,5-difluoro-4-(icosyloxy)phenyl)sulfonyl)-4-(4-(4-(1-ethylpiperidin-4-yl)piperazin-1-yl)piperidin-1-yl)-6-(trifluoromethoxy)quinoline